[Li+].C(C)(C)(C)OC(=O)N1CCN(CC1)CC(=O)[O-] 2-(4-(tert-Butoxycarbonyl)piperazin-1-yl)acetic acid lithium salt